N'-[5-bromo-2-methyl-6-(1-methyl-2-propoxyethoxy)-3-pyridinyl]-N-ethyl-N-methylformamidine BrC=1C=C(C(=NC1OC(COCCC)C)C)N=CN(C)CC